cyclohexylidenebis[(1,1-dimethylpropyl)] peroxide C12(CCCCC1)C(C(C)OOC(C2(C)C)C)(C)C